N-((4-((4-chlorophenyl)amino)-6-morpholino-1,3,5-triazin-2-yl)methyl)-4-methoxy-benzamide ClC1=CC=C(C=C1)NC1=NC(=NC(=N1)N1CCOCC1)CNC(C1=CC=C(C=C1)OC)=O